O=C1NC(CCC1NC(C1=C(C=C(C=C1)N1CCNCC1)F)=O)=O N-(2,6-dioxopiperidin-3-yl)-2-fluoro-4-(piperazin-1-yl)benzamide